FC1=C(C=CC(=C1)F)C1=CC(=C(N1)C(=O)NC)O[C@@H](C)C1=CC=CC=C1 (S)-5-(2,4-difluorophenyl)-N-methyl-3-(1-phenylethoxy)-1H-pyrrole-2-carboxamide